P([O-])([O-])=S.[Ba+2] barium thiophosphonate salt